Heptan-Toluol C1(=CC=CC=C1)C.CCCCCCC